gold furfural C(C1=CC=CO1)=O.[Au]